C(C1=CC=CC=C1)OC=1C(C(=CN2N3[C@@H](C=C[C@H](N(C(C21)=O)C3)C)C)C(=O)NCC3=C(C=C(C=C3)F)F)=O (1S,2R,5R)-8-(benzyloxy)-N-(2,4-difluorobenzyl)-2,5-dimethyl-7,9-dioxo-2,5,7,9-tetrahydro-1,6-methanopyrido[1,2-b][1,2,5]triazonine-10-carboxamide